BrC=1C=CC(=NC1)NC(=O)NC1=CC(=C(C=C1)CN1CCN(CC1)C)C(F)(F)F 1-(5-bromopyridin-2-yl)-3-(4-((4-methylpiperazin-1-yl)methyl)-3-(trifluoromethyl)phenyl)urea